FC=1C=C(C=CC1)C=1C=C(C(=NC1)C1=NC2=C(C=NC(=C2)C(F)(F)F)N1C)[S@](=O)(C)=N R-[5-(3-fluorophenyl)-2-[3-methyl-6-(trifluoromethyl)imidazo[4,5-c]pyridin-2-yl]-3-pyridyl]-imino-methyl-oxo-λ6-sulfane